5-((1H-pyrazolo[3,4-c]pyridin-3-yl)ethynyl)-N-(4-(methylsulfonyl)phenyl)-2,6-naphthyridin-3-amine N1N=C(C=2C1=CN=CC2)C#CC2=C1C=C(N=CC1=CC=N2)NC2=CC=C(C=C2)S(=O)(=O)C